(1R,3S)-3-(3-{[(2-meth-oxy-1,3-thiazol-5-yl)acetyl]amino}-1H-pyrazol-5-yl)cyclopentyl propan-2-ylcarbamate CC(C)NC(O[C@H]1C[C@H](CC1)C1=CC(=NN1)NC(CC1=CN=C(S1)OC)=O)=O